2-chloro-N-[(furan-2-yl)methyl]-7-methyl-6-(pyrrolidin-3-yl)thieno[3,2-d]pyrimidin-4-amine ClC=1N=C(C2=C(N1)C(=C(S2)C2CNCC2)C)NCC=2OC=CC2